N-(3-(2-(3-(3-(1H-imidazol-1-yl)propoxy)phenylamino)-5-fluoropyrimidin-4-ylamino)phenyl)acrylamide N1(C=NC=C1)CCCOC=1C=C(C=CC1)NC1=NC=C(C(=N1)NC=1C=C(C=CC1)NC(C=C)=O)F